CN1CC(C1)(C)[C@](O)(C1=CC(=CC=C1)C1=NC(=NO1)C(F)(F)F)C1=CC=C(C=C1)OC(F)(F)F (R)-(1,3-Dimethyl-azetidin-3-yl)-(4-trifluoromethoxy-phenyl)-[3-(3-trifluoromethyl-[1,2,4]oxadiazol-5-yl)-phenyl]-methanol